3-chloro-6-methoxy-5-(((((S)-5-oxopyrrolidin-2-yl)methyl)amino)methyl)pyridin ClC=1C=NC(=C(C1)CNC[C@H]1NC(CC1)=O)OC